BrCCCCCCCCCCCBr 1,11-Dibromoundecan